OC1=CC=C(C=C1)N(C(=O)C1=C(N(C(=C1)C1=C(C=C(C=C1)CNC(COC1=CC=CC=C1)=O)C(=O)N1CC2=CC=CC=C2C[C@H]1C)C)C)C N-(4-Hydroxyphenyl)-N,1,2-trimethyl-5-(2-{[(3R)-3-methyl-3,4-dihydroisoquinolin-2(1H)-yl]carbonyl}-4-{[(phenoxyacetyl)amino]methyl}phenyl)-1H-pyrrole-3-carboxamide